ClC1=C(C(=C(C=C1)NC=1N(C2=NC(=NC=C2N1)N[C@H]1C[C@H]([C@@H](CC1)C)O)C1CCC(CC1)C(=O)N)F)F (1S,4s)-4-(8-(4-chloro-2,3-difluorophenylamino)-2-((1R,3R,4R)-3-hydroxy-4-methylcyclohexylamino)-9H-purin-9-yl)cyclohexanecarboxamide